C(=O)OC1=C(C(=CC(=C1)C(F)(F)F)F)C1=C(N=C(N=N1)N[C@H]1CN(CCC1)C)C 3-fluoro-2-(5-methyl-3-{[(3R)-1-methylpiperidin-3-yl]amino}-1,2,4-triazin-6-yl)-5-(trifluoromethyl)phenol formate